N1N=NN=C1C=1C=NC(=NC1)N1CCC(CC1)N1C2=C(N(C(C1=O)=O)C)C=C(C=N2)Cl 4-(1-(5-(1H-tetrazol-5-yl)pyrimidin-2-yl)piperidin-4-yl)-7-chloro-1-methyl-1,4-Dihydropyrido[2,3-b]pyrazine-2,3-dione